Methyl-3-methyl-5,6,7,12-tetrahydro-4bH-azepino[3,2-b:4,5-b']diindole-4b-carboxylate COC(=O)C12C(=NC=3C=CC(=CC13)C)C=1NC3=CC=CC=C3C1CCN2